FC=1C=C(C=CC1F)[C@H]1[C@@H](O[C@]([C@H]1C)(C(F)(F)F)C)C(=O)NC1=CC(=NC=C1)C(=O)N 4-((2R,3S,4S,5R)-3-(3,4-difluorophenyl)-4,5-dimethyl-5-(trifluoromethyl)tetrahydrofuran-2-carboxamido)picolinamide